6-((2,3-dihydro-1H-inden-2-yl)amino)-1-ethyl-3-(1-methyl-1H-imidazol-2-yl)-1,8-naphthyridin-4(1H)-one C1C(CC2=CC=CC=C12)NC=1C=C2C(C(=CN(C2=NC1)CC)C=1N(C=CN1)C)=O